6-iodo-1-oxo-4-(trifluoromethyl)-3,4-dihydroisoquinoline IC=1C=C2C(CNC(C2=CC1)=O)C(F)(F)F